N-{(2S,3R)-2-[(3',5'-difluoro[1,1'-biphenyl]-3-yl)methyl]-4,4-difluoro-1-[(2R)-oxolane-2-carbonyl]pyrrolidin-3-yl}ethanesulfonamide niobium lithium [Li].[Nb].FC=1C=C(C=C(C1)F)C1=CC(=CC=C1)C[C@@H]1N(CC([C@@H]1NS(=O)(=O)CC)(F)F)C(=O)[C@@H]1OCCC1